(R)-N-((2-(6-(6-(hydroxymethyl)-2,2-dimethylmorpholino)pyridin-2-yl)-1,6-naphthyridin-7-yl)methyl)-5-(methylsulfonyl)nicotinamide OC[C@H]1CN(CC(O1)(C)C)C1=CC=CC(=N1)C1=NC2=CC(=NC=C2C=C1)CNC(C1=CN=CC(=C1)S(=O)(=O)C)=O